C(C1=CC=CC=C1)OCCC1OC1 2-[2-(benzyloxy)ethyl]oxirane